[Ni].C1=CCCC=CCC1.C1=CCCC=CCC1 bis(1,5-cyclooctadiene) nickel(0)